7-(benzenesulfonylamino)-1,3a,4,9b-tetrahydro-2H-furo[2,3-c]chromene-6-carboxylic acid C1(=CC=CC=C1)S(=O)(=O)NC1=CC=C2C3C(COC2=C1C(=O)O)OCC3